FC=1C=2N(C(=CC1)C#N)N=CC2C 4-fluoro-3-methylpyrazolo[1,5-a]pyridine-7-carbonitrile